4-((2S,5S)-9-fluoro-2,3-dihydro-2,5-methanobenzo[f][1,4]oxazepin-4(5H)-yl)-3,3-dimethyl-4-oxobutanenitrile FC1=CC=CC=2[C@H]3N(C[C@@H](OC21)C3)C(C(CC#N)(C)C)=O